NC=1C(=CC(=C(C1)NC=1N=CC2=C(N1)N(C(C(=C2)C2=CC=NC=C2)=O)C)OC)N(C)CCN(C)C 2-((5-amino-4-((2-(dimethylamino)ethyl)(methyl)amino)-2-methoxyphenyl)amino)-8-methyl-6-(pyridin-4-yl)pyrido[2,3-d]pyrimidin-7(8H)-one